(5-bromo-2-fluorophenyl)(2-(trifluoromethyl)-5,6-dihydro-[1,2,4]triazolo[1,5-a]pyrazine-7(8H)-yl)methanone BrC=1C=CC(=C(C1)C(=O)N1CC=2N(CC1)N=C(N2)C(F)(F)F)F